1-(16-hydroxyhexadecyl)pyridin-1-ium OCCCCCCCCCCCCCCCC[N+]1=CC=CC=C1